COC1=CC=2N(N=C1C1COC1)C=CN2 7-methoxy-6-(oxetan-3-yl)imidazo[1,2-b]pyridazine